2-Amino-6-(2-chlorophenyl)-6-cyano-7-oxo-4,5,6,7-tetrahydrobenzo[b]thiophene-3-carboxamide NC1=C(C2=C(S1)C(C(CC2)(C#N)C2=C(C=CC=C2)Cl)=O)C(=O)N